OC1=C(N(C=CC1=O)C)C 3-hydroxy-1,2-dimethylpyridin-4-one